(1R,4S)-4-((R)-5H-Imidazo[5,1-a]isoindol-5-yl)-2,2-dimethylcyclobutan-1-ol C=1N=CN2C1C1=CC=CC=C1[C@H]2[C@@H]2CC([C@@H]2O)(C)C